1-(2-ethoxy-5-fluoro-4-pyridyl)-7-fluoro-3,3-dimethyl-N-(3-methyl-1,1-dioxo-thietan-3-yl)-2-oxo-indoline-5-carboxamide C(C)OC1=NC=C(C(=C1)N1C(C(C2=CC(=CC(=C12)F)C(=O)NC1(CS(C1)(=O)=O)C)(C)C)=O)F